4-(3-cyclobutyl-2,5-dioxo-4-(4-(trifluoromethyl)benzyl)piperazin-1-yl)-3-fluorobenzonitrile C1(CCC1)C1C(N(CC(N1CC1=CC=C(C=C1)C(F)(F)F)=O)C1=C(C=C(C#N)C=C1)F)=O